C(=O)(OCC1C2=CC=CC=C2C2=CC=CC=C12)NCCS Fmoc-cysteamine